C1CCC2=CC(=CC=C12)C=O indan-5-yl-methanone